FC=1C=C2C(N(C=3N(C2=CC1)C(NN3)=S)CCCNC(CC3=C(C=CC=C3)OC)=O)=O N-(3-(7-fluoro-5-oxo-1-thioxo-1,2-dihydro-[1,2,4]triazolo[4,3-a]quinazolin-4(5H)-yl)propyl)-2-(2-methoxyphenyl)acetamide